C(C)(C)C1=CC=CC2=NC=3C4=C5C(C(C3C=C12)(C)C)=CC=CC5=CC=C4 9-isopropyl-7,7-dimethyl-7H-naphtho[1,8-bc]acridine